FC(C1=C(C=CC(=N1)C(=O)NC)N1CCN(CC1)CC=1C=NC=2C=C(C(NC2C1)=O)CC)F 6-(difluoromethyl)-5-[4-[(7-ethyl-6-oxo-5H-1,5-naphthyridin-3-yl)methyl]piperazin-1-yl]-N-methyl-pyridine-2-carboxamide